C(C)(C)C(C(=O)[O-])C(C(C(C(=C)C(C)C)O)C=1C=CC(=NC1)C1=CC=C(C=C1)F)(O)COCC1=CC=C(C=C1)F 2,6-diisopropyl-3-(4-fluorobenzyloxymethyl)-4-(4-fluorophenyl-pyrid-5-yl)-3,5-dihydroxy-hept-6-enoate